BrC1=CC=CC=2C=3N(C(=NC12)N[C@H]1C(NCCNC1)=O)N=C(N3)C3=CC(=CC=C3)F (6R)-6-{[7-bromo-2-(3-fluorophenyl)[1,2,4]triazolo[1,5-c]quinazolin-5-yl]amino}-1,4-diazepan-5-one